C(#N)C1(CC1)NS(=O)(=O)C=1C=C(C=2N(C1)C(=CN2)C=2C=C1N(N2)CC(C1)F)N1CCN(CC1)C(C(C)C)=O N-(1-cyanocyclopropyl)-3-(5-fluoro-5,6-dihydro-4H-pyrrolo[1,2-b]pyrazol-2-yl)-8-(4-isobutyrylpiperazin-1-yl)imidazo[1,2-a]pyridine-6-sulfonamide